COC1=C(N)C=C(C=C1OCCC)OC 2,5-dimethoxy-3-n-propoxyaniline